(E)-3-(3-hydroxyanilino)-1-phenylprop-2-en-1-one OC=1C=C(N/C=C/C(=O)C2=CC=CC=C2)C=CC1